ClC=1C(=NC=CC1)N1N=C(C=C1C(=O)NC=1C(=CC=2N(C1C(=O)NC)N=CC2)C)C(F)(F)F 6-(1-(3-Chloropyridin-2-yl)-3-(Trifluoromethyl)-1H-pyrazol-5-carboxamido)-N,5-dimethylpyrazolo[1,5-a]pyridin-7-carboxamid